FC(C1=NN(C=C1NC(=O)C=1N=C(SC1)C=1C=NNC1)CCOCC)F N-[3-(difluoromethyl)-1-(2-ethoxyethyl)-1H-pyrazol-4-yl]-2-(1H-pyrazol-4-yl)-1,3-thiazole-4-carboxamide